OC1=C(C(=CC(=C1)CCCCC)O)[C@@H]1C=C(CC[C@H]1C(=C)C)C(=O)NC (3R,4R)-3-(2,6-dihydroxy-4-pentylphenyl)-N-methyl-4-(prop-1-en-2-yl)cyclohex-1-ene-1-carboxamide